rac-(3S)-1-[6-[2-[(2-fluoroanilino)methyl]-5-(6-methyl-2-pyridyl)-1H-imidazol-4-yl]-3-quinolyl]-N,N-dimethyl-pyrrolidin-3-amine FC1=C(NCC=2NC(=C(N2)C=2C=C3C=C(C=NC3=CC2)N2C[C@H](CC2)N(C)C)C2=NC(=CC=C2)C)C=CC=C1 |r|